3-(4-hydroxy-3,5-dimethylphenyl)benzene OC1=C(C=C(C=C1C)C=1C=CC=CC1)C